5-Amino-3-Cyclopropyl-1-(1-(6-(Trifluoromethyl)Pyridin-3-Yl)Ethyl)-1H-Pyrazole-4-Carboxamide NC1=C(C(=NN1C(C)C=1C=NC(=CC1)C(F)(F)F)C1CC1)C(=O)N